ClC=1N=C(C2=C(N1)C(=C(N=C2Cl)Cl)F)N2C[C@H]1CC[C@@H](C2)N1C(=O)OC(C)(C)C tert-butyl (1R,5S)-3-(2,5,7-trichloro-8-fluoro-pyrido[4,3-d]pyrimidin-4-yl)-3,8-diazabicyclo[3.2.1]octane-8-carboxylate